BrC1=CC=C(C(C2=CC=C(C=C2)Br)OC2CN(C2)C(=O)NC23CC4CC(CC(C2)C4)C3)C=C1 3-(4,4'-dibromobenzhydryloxy)-N-(1-adamantyl)azetidine-1-carboxamide